p-tert-amyl-cyclohexanol C(C)(C)(CC)C1CCC(CC1)O